1,1-bis(3,5-dimethyl-4-hydroxyphenyl)undecane tert-butyl-3-((7-bromo-2,6-dichloro-8-fluoroquinazolin-4-yl)amino)azetidine-1-carboxylate C(C)(C)(C)OC(=O)N1CC(C1)NC1=NC(=NC2=C(C(=C(C=C12)Cl)Br)F)Cl.CC=1C=C(C=C(C1O)C)C(CCCCCCCCCC)C1=CC(=C(C(=C1)C)O)C